catechol-amide C1(O)=C(O)C(=CC=C1)C(=O)N